methyl ((1S,2S)-2-(6-(5-chloro-2-(((1S,3R,4S,5R)-4-hydroxy-6,8-dioxabicyclo[3.2.1]octan-3-yl)amino)pyrimidin-4-yl)-4-fluoro-1-isopropyl-1H-benzo[d]imidazol-2-yl)cyclopropyl)carbamate ClC=1C(=NC(=NC1)N[C@@H]1C[C@H]2CO[C@@H]([C@H]1O)O2)C=2C=C(C1=C(N(C(=N1)[C@@H]1[C@H](C1)NC(OC)=O)C(C)C)C2)F